C(C)[C-]1C(=CC=C1)P(C1CCCCC1)C1CCCCC1.[CH-]1C=CC=C1.[Fe+2] ethyl-2-(dicyclohexylphosphino)ferrocene